C(C1=CC=CC=C1)N[C@H]1[C@@H](CC2(OCCO2)CC1)C |r| rac-(7R,8R)-N-benzyl-7-methyl-1,4-dioxaspiro[4.5]decan-8-amine